[Fe+2].C(C)C(C(=O)O)CCCC.C(C)C(C(=O)O)CCCC bis(2-ethylhexanoic acid) iron (II)